2-hydroxy-4-(2-acryloyloxy-ethoxy)-4'-(2-hydroxyethoxy)-4'-(2-hydroxy-ethoxy)benzophenone OC1=C(C(=O)C2=CCC(C=C2)(OCCO)OCCO)C=CC(=C1)OCCOC(C=C)=O